Cl[Pd-2](P(C(C)(C)C)C(CC1=CC=C(C=C1)N(C)C)(C)C)(P(C(CC1=CC=C(C=C1)N(C)C)(C)C)C(C)(C)C)Cl dichlorobis{[4-(N,N-dimethylamino)phenyl]di-tert-butylphosphino}palladium (II)